N-(2-(((1r,4r)-4-formylcyclohexyl)oxy)ethyl)-3-methylbenzenesulfonamide C(=O)C1CCC(CC1)OCCNS(=O)(=O)C1=CC(=CC=C1)C